The molecule is a sulfur-containing carboxylic acid that is succinic acid bearing two mercapto substituents at positions 2 and 3. A lead chelator used as an antedote to lead poisoning. It has a role as a chelator. It is a dicarboxylic acid, a dithiol and a sulfur-containing carboxylic acid. [C@@H]([C@@H](C(=O)O)S)(C(=O)O)S